3-(4-carbamoyl-2-pyridyl)cyclopentanecarboxylic acid C(N)(=O)C1=CC(=NC=C1)C1CC(CC1)C(=O)O